NCCCCCNC1=C2C(N(C(C2=CC=C1)=O)C1C(NC(CC1)=O)=O)=O 4-[(5-aminopentyl)amino]-2-(2,6-dioxopiperidin-3-yl)isoindole-1,3-dione